NC1=NC=CC(=C1)N1C=C(C(C2=CC(=C(C=C12)F)Cl)=O)C(=O)O 1-(2-Aminopyridin-4-yl)-6-chloro-7-fluoro-4-oxoquinoline-3-carboxylic acid